1-((tetrahydro-2H-pyran-4-yl)methyl)-3-(2-(trifluoromethoxy)phenoxy)-1H-pyrrole-2,5-dione O1CCC(CC1)CN1C(C(=CC1=O)OC1=C(C=CC=C1)OC(F)(F)F)=O